(1S,2S)-2-(4-chloropyridin-2-yl)-N-(6-(((6-cyclopropylimidazo[1,2-a]pyrimidin-2-yl)methyl)amino)pyrimidin-4-yl)cyclopropane-1-carboxamide ClC1=CC(=NC=C1)[C@@H]1[C@H](C1)C(=O)NC1=NC=NC(=C1)NCC=1N=C2N(C=C(C=N2)C2CC2)C1